CC1CC=2C(=NC=3N(C2NC2CCC(CC2)S(=O)(=O)N)N=CC3)C13CCCC3 (1R,4R)-4-((6-methyl-6,7-dihydrospiro[cyclopenta[d]pyrazolo[1,5-a]pyrimidine-5,1'-cyclopentane]-8-yl)amino)cyclohexane-1-sulfonamide